N1=CC(=CC=2CC3(CCC12)CCCC3)NC3=NC(=NC=C3)NC3=CC(=C(C=C3)OC3CC(C3)N(C)C)OC 4-(7',8'-dihydro-5'H-spiro[cyclopentane-1,6'-quinolin]-3'-ylamino)-2-{3-methoxy-4-[(1r,3r)-3-(dimethylamino)cyclobutoxy]phenylamino}pyrimidine